C(CCC)C1CCC(CC1)C(=O)O (1s,4r)-4-butylcyclohexane-1-carboxylic acid